NC1=C(C=C2CN(C(C2=C1)=O)C)Br 6-Amino-5-bromo-2-methylisoindolin-1-one